1-(2-fluoro-4-methoxyphenyl)-2-hydroxy-2-methylpropan-1-one FC1=C(C=CC(=C1)OC)C(C(C)(C)O)=O